C(N)(OC1=CC(=NO1)C(C)(C)C)=O (3-(tert-butyl) isoxazol-5-yl) carbamate